5-{(3'R)-1'-[1-(4H-1,2,4-triazol-3-yl)(1-2H)propyl]-6,7-dihydrospiro[pyrazolo[5,1-c][1,4]oxazine-4,3'-pyrrolidin]-2-yl}-3-(trifluoromethyl)pyridin-2-amine N=1N=C(NC1)C(CC)([2H])N1C[C@@]2(CC1)OCCN1C2=CC(=N1)C=1C=C(C(=NC1)N)C(F)(F)F